CC1([C@H](C(OC1)=O)OC(=O)[C@H]1OCC(CC1)(F)F)C [(3R)-4,4-Dimethyl-2-oxotetrahydrofuran-3-yl](2S)-5,5-difluorotetrahydropyran-2-carboxylate